ClC1=CC=C2C(=NC=NC2=C1)OC1=NC=C(C=N1)CCC 7-chloro-4-[(5-propyl-2-pyrimidinyl)oxy]quinazoline